C(C)(C)(C)OC(=O)N1CCN(CC1)C=1C=C(C=2N(C1)C(=NC2)C(F)F)C2=C(C=C(C=C2)F)C(N(C(C)C)CC)=O 4-[3-(Difluoromethyl)-8-{2-[ethyl(isopropyl)carbamoyl]-4-fluorophenyl}imidazo[1,5-a]pyridin-6-yl]piperazine-1-carboxylic acid tert-butyl ester